N-((1R,3S,4S)-1-azabicyclo[2.2.1]heptan-3-yl)-2,3-dihydro-1H-pyrrolo[1,2-a]indole-9-carboxamide formate C(=O)O.N12C[C@H]([C@@H](CC1)C2)NC(=O)C2=C1N(C=3C=CC=CC23)CCC1